tert-butyl 3-(2-chloro-5,6,8-trifluoroquinazolin-4-yl)-3,8-diazabicyclo[3.2.1]octane-8-carboxylate ClC1=NC2=C(C=C(C(=C2C(=N1)N1CC2CCC(C1)N2C(=O)OC(C)(C)C)F)F)F